CN1C(=NC=2N=CN(C(C12)=O)CCC)C=1C=NN(C1)CC1=CC(=CC=C1)C(F)(F)F 7-Methyl-1-propyl-8-[1-(3-trifluoromethyl-benzyl)-1H-pyrazol-4-yl]-1,7-dihydro-purin-6-one